CS(=O)(=O)[O-].C(C1=CC=CC=C1)C1=C([SH+]C=CC=CC=C1)CC1=CC=C(C=C1)O benzyl-(4-hydroxyphenyl)methylthioninium methanesulfonate